4-(4-Hydroxyphenyl)-2-butanon OC1=CC=C(C=C1)CCC(C)=O